C(#N)CC[C@@H](C1=CC=CC=C1)NC(=O)N1CC2=CC=CC(=C2CC1)C1=CC=C(C=C1)C(F)(F)F (S)-N-(3-cyano-1-phenylpropyl)-5-(4-(trifluoromethyl)phenyl)-3,4-dihydroisoquinoline-2(1H)-carboxamide